2-(isobutylamino)acetic acid C(C(C)C)NCC(=O)O